COC(=O)CC1(C2=CC=CC=C2C=2C=CC=CC12)CC(=O)OC 9,9-bis(methoxycarbonylmethyl)fluorene